N1(CCCC1)C=1C2=C(N=CN1)SC(=N2)N 7-(pyrrolidin-1-yl)thiazolo[5,4-d]Pyrimidine-2-amine